N1(CCCCC1)C=1C=C(C=CC1)B(O)O 3-(piperidin-1-yl)phenylboronic acid